N-(5-cyclopropyl-1H-pyrazol-3-yl)-2-(5-((3-fluoro-4-methylphenyl)sulfonyl)-2,5-diazabicyclo[2.2.1]heptan-2-yl)quinazolin-4-amine C1(CC1)C1=CC(=NN1)NC1=NC(=NC2=CC=CC=C12)N1C2CN(C(C1)C2)S(=O)(=O)C2=CC(=C(C=C2)C)F